C(C1=CC=CC=C1)N1CN(CC1)CC(CN1CC2=CC=CC=C2CC1)O 1-benzyl-3-(3-(3,4-dihydroisoquinolin-2(1H)-yl)-2-hydroxypropyl)imidazolidin